6-(3,5-dimethylpyrazol-1-yl)-2-[1-(1,3-thiazol-2-yl)piperidin-4-yl]pyridazin-3-one CC1=NN(C(=C1)C)C=1C=CC(N(N1)C1CCN(CC1)C=1SC=CN1)=O